C(C)N(N(C(=O)[O-])C1=CC=CC=C1)C(=O)[O-] ethylphenylhydrazine-1,2-dicarboxylate